rhodium-platinum-iron [Fe].[Pt].[Rh]